vinyllactate C(=C)OC(C(O)C)=O